C(CCCCC)NCC(CS(=O)(=O)O)C 3-hexylamino-2-methylpropane-1-sulphonic acid